CS(=O)(=O)NCCCCCCCCCCCCCCCC(=O)OC Methyl 16-(methylsulfonamido)hexadecanoate